tert-butyl 2-(4-amino-3-(methylamino)phenoxy)acetate NC1=C(C=C(OCC(=O)OC(C)(C)C)C=C1)NC